C(C=C)SCC(=O)N1CCOCC1 2-allylthio-1-(morpholin-N-yl)ethan-1-one